CC1=C(C=C(C=C1)NC([C@H](C[C@H]1C(NCC1)=O)NC(OC(C)(C)C)=O)=O)C(N[C@H](C)C1=CC=CC2=CC=CC=C12)=O tert-butyl ((S)-1-((4-methyl-3-(((R)-1-(naphthalen-1-yl)ethyl)carbamoyl) phenyl) amino)-1-oxo-3-((S)-2-oxopyrrolidin-3-yl)propan-2-yl)carbamate